C(C)(C)(C)OC(NC=1C=C(C=C2C=CN=CC12)C)=O 6-methylisoquinolin-8-yl-carbamic acid tert-butyl ester